FC1=CC=C(C=C1)C1=CC=C(C=N1)CNCCNS(=O)(=O)C=1C=2C=CN=CC2C=CC1 N-(2-(((6-(4-Fluorophenyl)pyridin-3-yl)methyl)amino)ethyl)isoquinoline-5-sulfonamide